Cl.NC1=C(C(=NC=N1)NC1=CC(=C2N(C1=O)C1(NC2=O)CCCCC1)C)Cl 6'-((6-amino-5-chloropyrimidin-4-yl)amino)-8'-methyl-2'H-spiro[cyclohexane-1,3'-imidazo[1,5-a]pyridine]-1',5'-dione hydrochloride